2,3-dimethylimidazole nitrate [N+](=O)(O)[O-].CC1=NC=CN1C